2-(3-(tert-butyl)-1-methyl-1H-indazol-4-yl)-2-(3-((5-(1,2,3,4-tetrahydro-1,8-naphthyridin-2-yl)pentyl)oxy)azetidin-1-yl)acetic acid C(C)(C)(C)C1=NN(C2=CC=CC(=C12)C(C(=O)O)N1CC(C1)OCCCCCC1NC2=NC=CC=C2CC1)C